N1(CCOCC1)C(=S)SC1=CC=CC=C1 phenyl morpholine-4-carbodithioate